2-((2r,6s)-2,6-dimethylmorpholinyl)pyrimidin-4-amine C[C@@H]1CN(C[C@@H](O1)C)C1=NC=CC(=N1)N